FC(C1=C(OC=2C3=C(N=CN2)CNCC3)C=CC=C1)F 4-[2-(difluoromethyl)phenoxy]-5h,6h,7h,8h-pyrido[3,4-d]pyrimidine